4-(1-phenylhexyl)resorcinol C1(=CC=CC=C1)C(CCCCC)C1=C(C=C(O)C=C1)O